(R)-1-(3-((1R,3R)-1-(2,6-difluoro-4-((1-(3-fluoropropyl)azetidin-3-yl)amino)phenyl)-3-methyl-1,3,4,9-tetrahydro-2H-pyrido[3,4-b]indol-2-yl)bicyclo[1.1.1]pentan-1-yl)ethan-1-ol FC1=C(C(=CC(=C1)NC1CN(C1)CCCF)F)[C@H]1N([C@@H](CC2=C1NC1=CC=CC=C21)C)C21CC(C2)(C1)[C@@H](C)O